CN1C(=C(C=C1C)C1=CC=CC=C1)C(C(=O)NC1=CC=C(C=C1)N1CCC(CC1)C1=NC=C(C=N1)F)=O 2-(1,5-dimethyl-3-phenyl-1H-pyrrol-2-yl)-N-(4-(4-(5-fluoropyrimidin-2-yl)piperidin-1-yl)phenyl)-2-oxoacetamide